ClC1=CC=C2C(=CC(=NC2=C1Cl)N1[C@@H]([C@H](CC1)O)C(=O)NCCC(=O)O)N1C=NC=C1 3-((2s,3s)-1-(7,8-dichloro-4-(1H-imidazol-1-yl)quinolin-2-yl)-3-hydroxypyrrolidine-2-carboxamido)propionic acid